N-(2-aminoethyl)-2-chloro-3,4-bis((4-methoxybenzyl)ethyl)benzamide NCCNC(C1=C(C(=C(C=C1)CCCC1=CC=C(C=C1)OC)CCCC1=CC=C(C=C1)OC)Cl)=O